ClC1=CC=C(C=N1)CNC(CC1N(C(CC1)=O)CC1=C(C(=CC=C1)F)F)=O N-[(6-chloropyridin-3-yl)methyl]-2-[1-[(2,3-difluorophenyl)methyl]-5-oxopyrrolidin-2-yl]acetamide